6-(2-(4-methylpiperazin-1-yl)ethoxy)picolinic acid TFA salt OC(=O)C(F)(F)F.CN1CCN(CC1)CCOC1=CC=CC(=N1)C(=O)O